FC=1C(=C2C(=C(NC2=C(C1)C(=O)N)C)C)N1CC(CCC1)N(C(=O)N1N=CN=C1)C 5-fluoro-2,3-dimethyl-4-(3-(N-methyl-1H-1,2,4-triazole-1-carboxamido)piperidin-1-yl)-1H-indole-7-carboxamide